1-{[4-(phenyldiazenyl)phenyl]diazenyl}naphthalen-2-ol C1(=CC=CC=C1)N=NC1=CC=C(C=C1)N=NC1=C(C=CC2=CC=CC=C12)O